2,7-dimethoxyfluorene-9,9-dimethanol COC1=CC=2C(C3=CC(=CC=C3C2C=C1)OC)(CO)CO